4-(7-methyl-2-((6-methylbenzo[d][1,3]dioxol-5-yl)amino)-8-oxo-7,8-dihydro-9H-purin-9-yl)bicyclo[2.2.2]octane-1-carbonitrile CN1C(N(C2=NC(=NC=C12)NC1=CC2=C(OCO2)C=C1C)C12CCC(CC1)(CC2)C#N)=O